4-Methoxy-2-oxo-1,2-dihydropyridine-3-carboxylic acid COC1=C(C(NC=C1)=O)C(=O)O